C(=O)(O)[C@]1(C[C@H](N(CC1)CC1=C(C(=CC=C1)Cl)F)C)CC=1C(=C(C(=O)O)C(=C(N1)NC1=NNC(=C1)C)F)F 2-(((2R,4R)-4-carboxy-1-(3-chloro-2-fluorobenzyl)-2-methylpiperidin-4-yl)methyl)-3,5-difluoro-6-((5-methyl-1H-pyrazol-3-yl)amino)isonicotinic acid